ClC1=CC=C(C=C1)C=1N=CN(C1C1=CC=NC=C1)CC(=O)N1CCOC2(CN(C2)C(=O)OC(C)(C)C)C1 tert-butyl 8-{2-[4-(4-chlorophenyl)-5-(pyridin-4-yl)-1H-imidazol-1-yl] acetyl}-5-oxa-2,8-diazaspiro[3.5]nonane-2-carboxylate